BrC1=CC=C(C=C1)C(C#N)CC(C1=CC=C(C=C1)C)=O 2-(4-bromophenyl)-4-oxo-4-(p-tolyl)butyronitrile